n-benzyltrimethylsilylamine C[Si](C)(C)NCC1=CC=CC=C1